CC1OC2=C(OC1)C=CC=C2N2CC(NCC2)C 3-Methyl-5-(3-methylpiperazin-1-yl)-2,3-dihydro-1,4-benzodioxine